FC(=CC=1C=C(C=NC1CC)C(=O)OCC)F Ethyl 5-(2,2-difluoroethenyl)-6-ethylpyridine-3-carboxylate